(1S,2S,5R)-N-[(1S)-1-cyano-2-[(3S)-2-oxopyrrolidin-3-yl]ethyl]-3-(4-methoxy-1H-indole-2-carbonyl)-3-azabicyclo[3.2.0]heptane-2-carboxamide C(#N)[C@H](C[C@H]1C(NCC1)=O)NC(=O)[C@@H]1[C@H]2CC[C@H]2CN1C(=O)C=1NC2=CC=CC(=C2C1)OC